C(=C)C1=CC=C(C=C1)COC1=C(C=CC=C1)C1=C(C(=C(C(=C1OCC1=CC=C(C=C1)C=C)C)C)C)C bis[(4-vinyl-phenyl)methoxy]-tetramethyl-biphenyl